2-(4-(Trifluoromethyl)phenyl)acetic acid-2,2-d2 FC(C1=CC=C(C=C1)C(C(=O)O)([2H])[2H])(F)F